COCCN1C[C@@H](N(CCC1)C(=O)OCC1=CC=CC=C1)C benzyl (2S)-4-(2-methoxyethyl)-2-methyl-1,4-diazacycloheptane-1-carboxylate